N,N'-(2-chloro-2'-methyl-[1,1-biphenyl]-3,3'-diyl)bis(5-(dimethoxymethyl)picolinamide) ClC1=C(C=CC=C1NC(C1=NC=C(C=C1)C(OC)OC)=O)C1=C(C(=CC=C1)NC(C1=NC=C(C=C1)C(OC)OC)=O)C